N[C@H]1CCC2=CC(=CC(=C12)F)N1C(=NC=2C1=NC(=CC2)N2N=CC=C2)C=2C(=NC=CC2)N 3-{3-[(1S)-1-amino-7-fluoro-2,3-dihydro-1H-inden-5-yl]-5-(pyrazol-1-yl)imidazo[4,5-b]pyridin-2-yl}pyridin-2-amine